ONC(=O)C1=CC2=C(OCC(N2CC2=CC=NC=C2)=O)C=C1 N-hydroxy-3-oxo-4-(pyridin-4-ylmethyl)-3,4-dihydro-2H-benzo[b][1,4]oxazine-6-carboxamide